[6-(4-Cyanopyrazol-1-yl)-2-fluoro-3-methoxyphenyl]methanamine C(#N)C=1C=NN(C1)C1=CC=C(C(=C1CN)F)OC